N-(3-{6-azaspiro[2.5]octan-6-yl}-4-{4-[2-(4,4-difluoropiperidin-1-yl)-6-(dimethylamino)pyrimidin-4-yl]-1H-1,2,3-triazol-1-yl}phenyl)-2-hydroxyethane-1-sulfonamide C1CC12CCN(CC2)C=2C=C(C=CC2N2N=NC(=C2)C2=NC(=NC(=C2)N(C)C)N2CCC(CC2)(F)F)NS(=O)(=O)CCO